N2-(7-bromo-2,3-dihydrobenzofuran-5-yl)-N4,6-dimethyl-pyrimidine-2,4-diamine BrC1=CC(=CC=2CCOC21)NC2=NC(=CC(=N2)NC)C